[(4-{[5-(5-chloroindol-1-yl)pyridin-3-yl]methyl}-3-fluoropyridin-2-yl)sulfamoyl](methyl)amine ClC=1C=C2C=CN(C2=CC1)C=1C=C(C=NC1)CC1=C(C(=NC=C1)NS(=O)(=O)NC)F